4-(6-ethoxy-1H-pyrazolo[3',4':3,4]pyrazolo[1,5-a]pyridin-4-yl)-1-methoxycyclohexane-1-carboxylic acid C(C)OC=1C=C(C=2N(C1)N=C1C2C=NN1)C1CCC(CC1)(C(=O)O)OC